C(C)OC(=O)C1=C(C(=NC(=C1)Cl)C1=C2C=NNC2=CC=C1C)N 3-amino-6-chloro-2-(5-methyl-1H-indazol-4-yl)pyridine-4-carboxylic acid ethyl ester